pyridine-2-carboxamido(ethyl)benzoate N1=C(C=CC=C1)C(=O)NC=1C(=C(C(=O)[O-])C=CC1)CC